CS(=O)(=O)N1C2=CC=CC=C2C=2C([C@H](CCC12)CC1=CC=CC2=CC=CC=C12)=O (R)-9-(Methylsulfonyl)-3-(naphthalene-1-ylmethyl)-4-oxo-2,3,4,9-tetrahydro-1H-carbazole